1-(6-(1-fluoro-7-phenyl-3,8,9,10-tetrahydrocyclohepta[e]indazol-6-yl)pyridin-3-yl)piperidine-4-carbaldehyde FC1=NNC=2C=CC3=C(C12)CCCC(=C3C3=CC=C(C=N3)N3CCC(CC3)C=O)C3=CC=CC=C3